COC=1C2=C(N=C(N1)NC1CCC(CC1)C(=O)N1CCCC1)NC=C2C=2C=CC=1N(C2)C(=NN1)C ((1s,4s)-4-((4-methoxy-5-(3-methyl-[1,2,4]triazolo[4,3-a]pyridin-6-yl)-7H-pyrrolo[2,3-d]pyrimidin-2-yl)amino)cyclohexyl)(pyrrolidin-1-yl)methanone